FC=1C(=CC(=C(C1)NC=1N=CC2=C(N1)N(C=C2)C2=CC=C(C=C2)N2S(CCC2)(=O)=O)OC)N2CCN(CC2)C 2-(4-(2-((5-Fluoro-2-methoxy-4-(4-methylpiperazin-1-yl)phenyl)amino)-7H-pyrrolo[2,3-d]pyrimidin-7-yl)phenyl)isothiazolidine 1,1-dioxide